(+-)-6-(2-(pyridin-3-yl)piperidin-1-yl)-[2,3'-bipyridine]-3-ol N1=CC(=CC=C1)[C@@H]1N(CCCC1)C1=CC=C(C(=N1)C=1C=NC=CC1)O |r|